NC[C@@]1([C@@H]2CCN(C[C@H]12)C1=CNC=2C(=N1)NNC2C=2C=C1C=CN=C(C1=CC2)N)C2=C(C=CC=C2)F 6-(6-((1S,6R,7R)-7-(aminomethyl)-7-(2-fluorophenyl)-3-azabicyclo[4.1.0]heptan-3-yl)-2,4-dihydro-1H-pyrazolo[3,4-b]pyrazin-3-yl)isoquinolin-1-amine